C12(OC3CC(CC(C1)C3)C2)N=C=O 2-oxaadamantan-1-yl isocyanate